O.[Fe+](Cl)Cl ferric dichloride hydrate